2-pentylcyclopentan-1-one C(CCCC)C1C(CCC1)=O